C1(=C(C=CC=C1)N(C=1C2(C3=CC4=CC=CC=C4C3=CC1)C=CC=C1C3=CC=CC=C3C=C12)C1=CC=CC=2SC3=C(C21)C=CC=C3)C3=CC=CC=C3 (biphenylyl)(dibenzothiophenyl)(spirobifluorenyl)amine